C1(=C(C(=CC=C1)CCC(C)=O)C)C Xylenebutanone